(S)-methyl 2-((S)-2-amino-4-methylpentanamido)-3-((S)-2-oxopiperidin-3-yl)propanoate N[C@H](C(=O)N[C@H](C(=O)OC)C[C@H]1C(NCCC1)=O)CC(C)C